NC=1C=C2CCN(CC2=CC1)C1=C(C(N(C(=N1)C)C1=C(C(=CC=C1)Cl)Cl)=O)C 6-(6-amino-1,2,3,4-tetrahydroisoquinolin-2-yl)-3-(2,3-dichlorophenyl)-2,5-dimethyl-3,4-dihydropyrimidin-4-one